(3E)-3-[(4-hydroxyphenyl)methylidene]-5,6-dimethoxy-1H-indol-2-one OC1=CC=C(C=C1)\C=C/1\C(NC2=CC(=C(C=C12)OC)OC)=O